ClC1=C(CSC2=NC=NC=N2)C(=CC(=C1)Cl)O 2,4-dichloro-6-hydroxybenzylthio-1,3,5-triazine